O=C1CCCCN1 6-oxo-piperidine